C[C@H]1CN([C@@H](CO1)C1=C(C=C(C=C1)B1OC(C(O1)(C)C)(C)C)C)C(=O)OC(C)(C)C tert-butyl (2S,5R)-2-methyl-5-(2-methyl-4-(4,4,5,5-tetramethyl-1,3,2-dioxaborolan-2-yl)phenyl)morpholine-4-carboxylate